(4-methylpyridin-3-yl)methylamine dihydrochloride Cl.Cl.CC1=C(C=NC=C1)CN